FCCOC1=C(C=CC=C1)B1OC(C(O1)(C)C)(C)C 2-(2-(2-fluoroethoxy)phenyl)-4,4,5,5-tetramethyl-1,3,2-dioxaborolane